N-[(1R)-1-(5-methylpyrazin-2-yl)ethyl]-3-[5-(propan-2-yl)-1,3-thiazol-2-yl]-5-[(3R)-tetrahydrofuran-3-yloxy]benzamide CC=1N=CC(=NC1)[C@@H](C)NC(C1=CC(=CC(=C1)O[C@H]1COCC1)C=1SC(=CN1)C(C)C)=O